N-(4-chlorophenyl)-N-methyl-imidazo[1,2-a]pyrazine-6-carboxamide ClC1=CC=C(C=C1)N(C(=O)C=1N=CC=2N(C1)C=CN2)C